C(C=C)(=O)[O-].[NH+]1(CCOCC1)C(=O)N morpholiniumamide acrylate